SPIRO[1,5-BENZOXAZEPINE-3,1'-NAPHTHALENE]-7-CARBOXYLIC ACID C12(CC=CC3=CC=CC=C13)COC1=C(N=C2)C=C(C=C1)C(=O)O